C(C)(=O)O.C(CC(C)C)N1CCCC1 N-isopentylpyrrolidine acetate